C(CCCCC=CCC=CCC=CCCC)(=O)O 6,9,12-hexadecatrienoic acid